ethyl 2-(5-oxo-3-(trifluoromethyl)-3b,4,4a,5-tetrahydro-1H-cyclopropa[3,4]cyclopenta[1,2-c]pyrazol-1-yl)acetate O=C1C2C(C3=C1N(N=C3C(F)(F)F)CC(=O)OCC)C2